3-[1-(2-aminoacetyl)-4-piperidinyl]-1-sulfamoyl-pyrrole-2-carboxylic acid NCC(=O)N1CCC(CC1)C1=C(N(C=C1)S(N)(=O)=O)C(=O)O